tert-butyl (S)-((6-hydroxy-1H-indazol-7-yl)methyl)(2-hydroxybutyl)carbamate OC1=CC=C2C=NNC2=C1CN(C(OC(C)(C)C)=O)C[C@H](CC)O